(E)-2-[2-[6-(2-cyanophenoxy)pyrimidin-4-yloxy]phenyl]-3-methoxy-acrylic acid methyl ester COC(\C(=C\OC)\C1=C(C=CC=C1)OC1=NC=NC(=C1)OC1=C(C=CC=C1)C#N)=O